C(C)(=O)OCCN1N=C(C=C1C(=O)Cl)C 2-(5-chlorocarbonyl-3-methyl-pyrazol-1-yl)ethyl acetate